N5-(2-(3,3-difluoropiperidin-4-yl)ethyl)-N7-methyl-3-phenyl-2,3-dihydrobenzofuran-5,7-dicarboxamide FC1(CNCCC1CCNC(=O)C=1C=C(C2=C(C(CO2)C2=CC=CC=C2)C1)C(=O)NC)F